C(C)(C)(C)OC(=O)N1[C@@H](CC(C[C@@H]1C)OCCC[C@@H]1CC[C@H](CC1)N(CC1=CC=CC=C1)CC1=CC=CC=C1)C.ClC1=C(OC2=C(C(=O)NC3=CC(=CC=C3)S(N)(=O)=O)C=CC(=C2)C#N)C=CC(=C1)F 2-(2-chloro-4-fluorophenoxy)-4-cyano-N-(3-sulfamylphenyl)benzamide (2r,4r,6s)-tert-butyl-4-(3-((trans)-4-(dibenzylamino)cyclohexyl)propoxy)-2,6-dimethylpiperidine-1-carboxylate